C(C)S(=O)(=O)C1=NN2C(N=CC=C2SC)=C1C1=NC=2C(=NC=C(C2)C(F)(F)F)N1C 2-(2-(ethylsulfonyl)-7-(methylthio)pyrazolo[1,5-a]pyrimidin-3-yl)-3-methyl-6-(trifluoromethyl)-3H-imidazo[4,5-b]pyridine